tert-butyl (2R)-2-[[4-amino-2-(4,6-dimethylpyrimidin-5-yl)phenoxy]methyl]piperidine-1-carboxylate NC1=CC(=C(OC[C@@H]2N(CCCC2)C(=O)OC(C)(C)C)C=C1)C=1C(=NC=NC1C)C